ClC=1C(=NC=CC1SC=1N=C2C(=NC1)NC(=N2)N2CCC1(CC2)[C@@H](C2=CC=CC=C2C1)N[S@](=O)C(C)(C)C)NC (R)-N-((S)-1'-(5-((3-chloro-2-(methylamino)pyridin-4-yl)thio)-1H-imidazo[4,5-b]pyrazin-2-yl)-1,3-dihydrospiro[indene-2,4'-piperidin]-1-yl)-2-methylpropane-2-sulfinamide